C1C2N(CO1)C(C=C2)=O 1,7a-dihydropyrrolo[1,2-c]oxazol-5(3H)-one